[1-14C]glucose O=[14CH][C@H](O)[C@@H](O)[C@H](O)[C@H](O)CO